4-((7'-amino-6'-hydroxy-8'-oxo-7',8'-dihydro-6'H-spiro[cyclohexane-1,9'-pyrazino[1',2':1,5]pyrrolo[2,3-d]pyrimidin]-2'-yl)amino)benzenesulfonamide NN1C(C2=CC3=C(N=C(N=C3)NC3=CC=C(C=C3)S(=O)(=O)N)N2C2(C1=O)CCCCC2)O